(E)-5-methoxy-2-(2-nitro-1-buten-1-yl)phenol COC=1C=CC(=C(C1)O)\C=C(/CC)\[N+](=O)[O-]